CC1(OC2=C(C1)C=C(C(=C2)N2CCN(CC2)CC(=O)N2CCOCC2)NC(=O)C=2C=NN1C2N=CC=C1)C N-(2,2-Dimethyl-6-(4-(2-morpholino-2-oxoethyl)piperazin-1-yl)-2,3-dihydrobenzo-furan-5-yl)pyrazolo[1,5-a]pyrimidine-3-carboxamide